C(=O)(O)CCC(=O)N1CC2=CC(=C(C=C2C1)OCCCOC1=CC2=C(SC(=C2)C(C[C@@H](C(=O)O)C)=O)C=C1OC)OC (S)-4-(5-(3-((2-(3-carboxy-propanoyl)-6-methoxy-isoindolin-5-yl)oxy)propoxy)-6-methoxy-benzo[b]thiophen-2-yl)-2-methyl-4-oxobutanoic acid